ClC1=CC(=C(O[C@H](C(=O)O)C)C=C1Cl)C1=NOC=C1 (S)-2-[4,5-dichloro-2-(3-isoxazolyl)phenoxy]propionic acid